NC1=CC=C2C=C(C(OC2=C1)=O)C(=O)NCCOCCOCCOCCOCCOCCOCCOCCOCCC(NCCC1=CC=C(C=C1)O)=O 7-amino-N-(30-(4-hydroxyphenyl)-27-oxo-3,6,9,12,15,18,21,24-octaoxa-28-azatriacontyl)-2-oxo-2H-chromene-3-carboxamide